ClC1=CC=C(C=C1)C(C(=O)C1=CC=CC=C1)CC(C(C(C(F)(F)F)(F)F)(F)F)(F)F 2-(4-chlorophenyl)-4,4,5,5,6,6,7,7,7-nonafluoro-1-phenylheptan-1-one